N1(CCNCC1)N1N=CC2=CC=CC=C12 (piperazin-1-yl)-1H-indazol